C(C)(C)(C)OC(=O)C1(CC1)CO 1-(hydroxymethyl)cyclopropane-1-carboxylic acid tertButyl ester